(1R,2S)-4-({[1-({3,4-difluoro-2-[(2-fluoro-4-iodophenyl)amino]phenyl}carbonyl)-3-hydroxyazetidin-3-yl]methyl}amino)cyclopentane-1,2-diol FC=1C(=C(C=CC1F)C(=O)N1CC(C1)(O)CNC1C[C@@H]([C@@H](C1)O)O)NC1=C(C=C(C=C1)I)F